lead Compound with Biphenyl C1(=CC=CC=C1)C1=CC=CC=C1.[Pb]